(R)-7-bromo-2-methyl-4-((6-(trifluoromethoxy)pyridin-2-yl)methyl)-2H-benzo[b][1,4]oxazin-3(4H)-one BrC=1C=CC2=C(O[C@@H](C(N2CC2=NC(=CC=C2)OC(F)(F)F)=O)C)C1